6a-methyl-4,5,6,6a-tetrahydro-3aH-cyclopenta[d][1,2]oxazole hydrochloride Cl.CC12C(C=NO1)CCC2